ClC1=CC(=C(C=C1)COC=1C=C(C=CC1F)C1CCN(CC1)CC1=NC=C(C=C1CC1(CC1)C#N)C1=NN=C(N1)C(F)(F)F)F 1-({2-[(4-{3-[(4-chloro-2-fluorophenyl)methoxy]-4-fluorophenyl}piperidin-1-yl)methyl]-5-[5-(trifluoromethyl)-4H-1,2,4-triazol-3-yl]pyridin-3-yl}methyl)cyclopropane-1-carbonitrile